C(C)CC(CCCCCCC)=O ethylnonanone